ClC1=CC=C(C=C1)[C@@]1(N(C(C2=CC(=CC=C12)C(CO)(C)O)=O)[C@@H](C)C1=CC=C(C=C1)Cl)OCC1(CC1)CO (3R)-3-(4-chlorophenyl)-2-[(1S)-1-(4-chlorophenyl)ethyl]-6-(1,2-dihydroxypropan-2-yl)-3-{[1-(hydroxymethyl)cyclopropyl]methoxy}-2,3-dihydro-1H-isoindol-1-one